(11aS)-8-[(5-Bromopentyl)oxy]-2-(hydroxymethyl)-7-methoxy-10-{[2-(trimethylsilyl)ethoxy]methyl}-1H-pyrrolo[2,1-c][1,4]benzodiazepin-5,11(10H,11aH)-dione BrCCCCCOC1=CC2=C(C(N3[C@H](C(N2COCC[Si](C)(C)C)=O)CC(=C3)CO)=O)C=C1OC